FC=1C=C2C(=CNC(C2=CC1F)=O)C(C)N(C(=O)C1=CC2=C(N1)CCC2)C N-(1-(6,7-difluoro-1-oxo-1,2-dihydroisoquinolin-4-yl)ethyl)-N-methyl-1,4,5,6-tetrahydrocyclopenta[b]pyrrole-2-carboxamide